2-bromo-4-(2-hydroxyethoxy)-5-methoxybenzonitrile BrC1=C(C#N)C=C(C(=C1)OCCO)OC